C1(=CC=CC=C1)C(C)OC1=C(C(=O)O)C(=CC(=C1)OS(=O)(=O)C1=CC=C(C)C=C1)OS(=O)(=O)C1=CC=C(C)C=C1 2-(1-phenylethoxy)-4,6-bis(tosyloxy)benzoic acid